Cl.N[C@H](C(=O)OCC)CC1=CC=C(C=C1)Cl ethyl (2S)-2-amino-3-(4-chlorophenyl)propanoate-hydrochloride